CC1=CC(=NC(=N1)N1CCC(CC1)C(F)(F)F)C(=O)NN 6-Methyl-2-(4-(trifluoromethyl)piperidin-1-yl)pyrimidine-4-carbohydrazide